C(CCC)OC(=O)[C@H]1[C@H](C=CC=C1)C(=O)OCCCC.C1(=CC(=CC=C1)C(C)C)C(C)C 2,2'-(1,3-phenylene)dipropane cis-dibutylcyclohexa-3,5-diene-1,2-dicarboxylate